3-(3-{4-[(1,1-dioxo-1λ6-thian-4-yl)amino]-1-(2,2,2-trifluoroethyl)-1H-indol-2-yl}prop-2-yn-1-yl)-1-(quinoxalin-6-yl)urea O=S1(CCC(CC1)NC1=C2C=C(N(C2=CC=C1)CC(F)(F)F)C#CCNC(NC=1C=C2N=CC=NC2=CC1)=O)=O